N-(2-amino-4-isopropylphenyl)methanesulfonamide NC1=C(C=CC(=C1)C(C)C)NS(=O)(=O)C